NC1=NN2C(C=CC=C2C2=CC=C3CCNC(C3=C2)=O)=C1C(=O)N1CCCCC1 7-(2-Amino-3-(piperidine-1-carbonyl)pyrazolo[1,5-a]Pyridin-7-yl)-3,4-dihydroisoquinoline-1(2H)-one